C(C)(C)(C)NC1=NC(=NC(=N1)NCC)SC 2-N-tert-butyl-4-N-ethyl-6-methylsulfanyl-1,3,5-triazine-2,4-diamine